(o-tolyl)-phosphine C1(=C(C=CC=C1)P)C